CN1CC(C1)NC(=O)C=1C=C(C=CC1)[C@@H](CC=O)NC(=O)C1=CC2=CC=3C[C@H](CCC3N=C2C=C1)C1(CC1)C (S)-N-((R)-1-(3-((1-methylazetidin-3-yl)carbamoyl)phenyl)-3-oxopropyl)-7-(1-methylcyclopropyl)-5,6,7,8-tetrahydroacridine-2-carboxamid